deoxyidose O=CC[C@H](O)[C@@H](O)[C@H](O)CO